C1(=CC=CC=C1)N1CN(N(C1)C=1C=C(C=CC1)C)C=1C=C(C=CC1)C 4-phenyl-1,2-di(m-tolyl)-1,2,4-triazolane